4-[5-[(1S)-2-amino-1-hydroxyethyl]pyridin-2-yl]-3-[2-methyl-6-(1,3-thiazol-2-yl)pyrimidin-4-yl]oxybenzonitrile NC[C@@H](O)C=1C=CC(=NC1)C1=C(C=C(C#N)C=C1)OC1=NC(=NC(=C1)C=1SC=CN1)C